butylchlorodimethyl-silane C(CCC)[Si](C)(C)Cl